ClC1=CC=C2C(=CNC2=C1)S(=O)(=O)NC=1C=NN(C1Cl)CCOCC(F)(F)F 6-chloro-N-(5-chloro-1-(2-(2,2,2-trifluoroethoxy)ethyl)-1H-pyrazol-4-yl)-1H-indole-3-sulfonamide